4-((2-methoxy-3-(1-methyl-1H-1,2,4-triazol-3-yl)phenyl)amino)-N-(methyl-d3)-6-((1-methylcyclopropyl)amino)pyridazine-3-carboxamide COC1=C(C=CC=C1C1=NN(C=N1)C)NC1=C(N=NC(=C1)NC1(CC1)C)C(=O)NC([2H])([2H])[2H]